6-(4-chlorophenyl)-N-[(2RS)-3,3-difluoro-2-hydroxypropyl]-2-(3-fluorophenyl)-3-oxo-2,3-dihydropyridazine-4-carboxamide ClC1=CC=C(C=C1)C=1C=C(C(N(N1)C1=CC(=CC=C1)F)=O)C(=O)NC[C@H](C(F)F)O |r|